C(C)OC1(C(CC(CC1)C(=C)C)OCC)C 1,2-diethoxy-4-isopropenyl-1-methyl-cyclohexane